OC(CCC(CCC=C(CCC=O)C)C)C 11-hydroxy-4,8-dimethyldodec-4-enal